C1(CC1)CC1=NN=C2N1C1=CC=CC=C1C(=N2)NC2=CC=CC=C2 (cyclopropylmethyl)-N-phenyl-[1,2,4]triazolo[4,3-a]quinazolin-5-amine